C1(=CCC(C=C1)(C(=O)[O-])C(=O)[O-])C1=CC=CC=C1.[Ti+4].N1(C=NC=C1)C1=NC(=CC(=N1)C(=O)NC1CCC(CC1)OCCOC)C(F)(F)F.C1(=CCC(C=C1)(C(=O)[O-])C(=O)[O-])C1=CC=CC=C1 2-(1H-imidazol-1-yl)-N-(4-(2-methoxyethoxy)cyclohexyl)-6-(trifluoromethyl)pyrimidine-4-carboxamide titanium 4,4-biphenyl-dicarboxylate